CC1=C(C(NC(=C1)C)=O)CNC(=O)C=1C(=C(N2C=C(C=C2C1)C=1SC=CN1)C(C)N1CCOCC1)C N-((4,6-dimethyl-2-oxo-1,2-dihydropyridin-3-yl)methyl)-6-methyl-5-(1-morpholinoethyl)-2-(thiazol-2-yl)indolizine-7-carboxamide